Racemic-6-chloro-3-(2,4-dimethyl-6-oxo-1,6-dihydropyridin-3-yl)-1-(4-fluoro-2-isopropylphenyl)-2,3-dihydroquinazolin-4(1H)-one ClC=1C=C2C(N(CN(C2=CC1)C1=C(C=C(C=C1)F)C(C)C)C1=C(NC(C=C1C)=O)C)=O